thiazepin-1-Oxide S1(N=CC=CC=C1)=O